Isodecyl diphenyl phosphite P(OCCCCCCCC(C)C)(OC1=CC=CC=C1)OC1=CC=CC=C1